N-([1,1'-biphenyl]-4-yl)-9,9-diphenyl-N-(9-phenyl-9H-carbazol-3-yl)phenyl-9H-fluoren-2-amine C1(=CC=C(C=C1)N(C1=C(C=2C(C3=CC=CC=C3C2C=C1)(C1=CC=CC=C1)C1=CC=CC=C1)C1=CC=CC=C1)C=1C=CC=2N(C3=CC=CC=C3C2C1)C1=CC=CC=C1)C1=CC=CC=C1